(6aR,12bS)-(+)-N-propyl-2,3-dimethyl-10,11-dihydroxy-5,6,6a,7,8,12b-hexahydrobenzo[a]phenanthridine C(CC)N1[C@@H]2CCC3=C([C@H]2C=2C=C(C(=CC2C1)C)C)C=C(C(=C3)O)O